[Si](C)(C)(C(C)(C)C)OCC1=CC=C(C=C1)NC1=C(C=CC(=N1)C=1C=NC=CC1C#N)[N+](=O)[O-] 6-((4-(((tert-butyldimethylsilyl)oxy)methyl)phenyl)amino)-5-nitro-[2,3'-bipyridine]-4'-carbonitrile